N-{[(2R,3R)-3-fluoroazetidin-2-yl]methyl}-N'-methylsulfuric diamide 4-methylbenzenesulfonate CC1=CC=C(C=C1)S(=O)(=O)O.F[C@H]1[C@H](NC1)CNS(NC)(=O)=O